1-((3S,4S)-1-(1-(azetidin-3-ylmethyl)azetidin-3-yl)-3-fluoropiperidin-4-yl)-3-(4-phenoxyphenyl)-1H-pyrazolo[3,4-d]pyrimidin-4-amine N1CC(C1)CN1CC(C1)N1C[C@@H]([C@H](CC1)N1N=C(C=2C1=NC=NC2N)C2=CC=C(C=C2)OC2=CC=CC=C2)F